NC=1C=CC(=C(C1)CS(=O)(=O)N1C(C[C@@H](CC1)NC=1C=C(C=CC1)C1=C(C(=C(S1)C(=O)OC(C)(C)C)OCC(=O)OCC)Cl)(C)C)F tert-butyl 5-[3-[[(4R)-1-[(5-amino-2-fluoro-phenyl)methylsulfonyl]-2,2-dimethyl-4-piperidyl]amino]phenyl]-4-chloro-3-(2-ethoxy-2-oxo-ethoxy)thiophene-2-carboxylate